BrC1=C(C(=CC=C1)Br)B(C1=C(C(=C(C(=C1F)F)F)F)F)C1=C(C(=C(C(=C1F)F)F)F)F (2,6-dibromo-phenyl)bis-(perfluoro-phenyl)borane